C(C)(C)(C)OC(=O)N[C@H](C(=O)O)[C@@H](C=C)C1CC1 |r| Racemic-(2S,3S)-2-((tert-butoxycarbonyl)amino)-3-cyclopropylpent-4-enoic acid